2,2-bis[3,4-bis(2-glycidoxyethoxy)phenyl]indane C(C1CO1)OCCOC=1C=C(C=CC1OCCOCC1CO1)C1(CC2=CC=CC=C2C1)C1=CC(=C(C=C1)OCCOCC1CO1)OCCOCC1CO1